{4-[(7-Dimethylamino-benzo[b]thiophen-2-ylmethyl)-amino]-2-methylphenyl}-carbamic acid propyl ester C(CC)OC(NC1=C(C=C(C=C1)NCC1=CC2=C(S1)C(=CC=C2)N(C)C)C)=O